N1(C=NC=C1)C=1C=CC=2N(C3=CC=C(C=C3C2C1)N1C=NC=C1)CC 3,6-bis(1-imidazolyl)-N-ethylcarbazole